NCCCC1=CC=C(C=C1)[AsH](O)=O 4-(aminopropyl)phenylarsinic acid